(R)-6-chloro-N-methyl-5-(3-methylpiperazin-1-yl)pyridinamide ClC1=C(C=CC(=N1)C(=O)NC)N1C[C@H](NCC1)C